BrC1=C2C=C(C=NC2=CC(=C1)C)I 5-bromo-3-iodo-7-methylquinoline